Methyl 3-(4-(benzofuran-2-yl) furan-2-yl)-3-oxopropanoate O1C(=CC2=C1C=CC=C2)C=2C=C(OC2)C(CC(=O)OC)=O